(S)-N-(2-amino-1-(3-chloro-5-fluoro-phenyl)ethyl)-1-(5-methyl-2-((tetrahydro-2H-pyran-4-yl)amino)-pyrimidin-4-yl)-1H-imidazole-4-carboxamide benzenesulfonate C1(=CC=CC=C1)S(=O)(=O)O.NC[C@H](C1=CC(=CC(=C1)F)Cl)NC(=O)C=1N=CN(C1)C1=NC(=NC=C1C)NC1CCOCC1